C(C)(C)(C)OC(=O)N1CCC(CC1)C=1SC=C(N1)C1=NOC(C1)C(=O)OC tert-butyl-4-{4-[5-(methoxycarbonyl)-4,5-dihydro-1,2-oxazol-3-yl]-1,3-thiazol-2-yl}piperidine-1-carboxylate